cis-hexenol acetate C(C)(=O)O\C=C/CCCC